O1C2=C(OCC1)C=C(C=C2)[C@@H]2N(CCC2)CC2=CC=C(C=C2)C2=NC=CC=C2 (R)-2-(4-((2-(2,3-dihydrobenzo[b][1,4]dioxin-6-yl)pyrrolidin-1-yl)methyl)phenyl)pyridine